5-[4-amino-5-(trifluoromethyl)pyrrolo[2,1-f][1,2,4]triazin-7-yl]-N-[(3R,4S)-4-fluoro-1-(pyridazine-3-carbonyl)pyrrolidin-3-yl]-2-methoxypyridine NC1=NC=NN2C1=C(C=C2C=2C=CC(N(C2)[C@@H]2CN(C[C@@H]2F)C(=O)C=2N=NC=CC2)OC)C(F)(F)F